2-chloro-N-(2-((1S,3R)-3-((5-cyano-4-methoxypyrimidin-2-yl)amino)cyclohexyl)-1-methyl-1H-benzo[d]imidazol-5-yl)acetamide ClCC(=O)NC1=CC2=C(N(C(=N2)[C@@H]2C[C@@H](CCC2)NC2=NC=C(C(=N2)OC)C#N)C)C=C1